2-([2,2'-bipyrimidin]-4-yl)-5,6-dimethoxy-3-(3,3,3-trifluoropropyl)isoindolin-1-one N1=C(N=C(C=C1)N1C(C2=CC(=C(C=C2C1CCC(F)(F)F)OC)OC)=O)C1=NC=CC=N1